5-[(4-chlorophenyl)sulfonyl]-N-(4-fluorophenyl)-1,2,3-thiadiazole-4-carboxamide ClC1=CC=C(C=C1)S(=O)(=O)C1=C(N=NS1)C(=O)NC1=CC=C(C=C1)F